BrC1=C(C=C(C=C1)CN(C(=O)C=1C=NC(=NC1)C1CC1)C=1C(=NC=CC1)C(F)(F)F)[N+](=O)[O-] N-[(4-bromo-3-nitro-phenyl)methyl]-2-cyclopropyl-N-[2-(trifluoromethyl)pyridin-3-yl]pyrimidine-5-carboxamide